2,3-dimethyl-6-tert-butyl-4-acetylquinoline CC1=NC2=CC=C(C=C2C(=C1C)C(C)=O)C(C)(C)C